FC1(C[C@@H](N(C1)C(=O)OC(C)(C)C)C(CC(C(F)(F)F)(C(=O)OC)O)=O)F tert-butyl (2R)-4,4-difluoro-2-(4,4,4-trifluoro-3-hydroxy-3-(methoxycarbonyl)butanoyl)pyrrolidine-1-carboxylate